N-(2-((5-chloro-2-((3-morpholino-1H-indazol-6-yl)amino)pyrimidin-4-yl)amino)phenyl)methylsulfonamide ClC=1C(=NC(=NC1)NC1=CC=C2C(=NNC2=C1)N1CCOCC1)NC1=C(C=CC=C1)CNS(=O)=O